(4-(6-((4-cyano-2-fluorobenzyl)oxy)pyridin-2-yl)-2-hydroxybenzyl)-1-(2-methoxyethyl)-1H-benzo[d]imidazole-6-carboxylic acid C(#N)C1=CC(=C(COC2=CC=CC(=N2)C2=CC(=C(CC3=NC4=C(N3CCOC)C=C(C=C4)C(=O)O)C=C2)O)C=C1)F